pyrimidin-5(6H)-one hydrochloride Cl.N1=CN=CC(C1)=O